ClC=1SC=C(N1)C[N+]1=C2N(C(C(=C1)C=1C(=NOC1C1CC1)C)=O)C=CC=C2 1-((2-chlorothiazol-4-yl)methyl)-3-(5-cyclopropyl-3-methylisoxazol-4-yl)-4-oxo-4H-pyrido[1,2-a]pyrimidinium